NC1=NC(=C(C=2N1N=C(N2)OCC2=NC(=CC=C2C)C)C2=CC(=NC(=C2)C)OC)C=2C=C(C#N)C=CC2 3-(5-amino-2-((3,6-dimethylpyridin-2-yl)methoxy)-8-(2-methoxy-6-methylpyridin-4-yl)-[1,2,4]triazolo[1,5-c]pyrimidin-7-yl)benzonitrile